FC(C(=O)O)(F)F.CC1=C(C=C2C=CC=NC2=C1)C1CCN(CC1)C(=O)OC(C)(C)C tert-Butyl 4-(7-methylquinolin-6-yl)piperidine-1-carboxylate 2,2,2-trifluoroacetate